C[C@H]1CN(C=2C=C3C=CNC3=NC2C1=O)C1=C(C(=O)N)C=CC=C1 |o1:1| 2-[(12S or R)-12-methyl-13-oxo-2,4,10-triazatricyclo[7.4.0.0[3,7]]tridec-1(9),2,5,7-tetraen-10-yl]benzamide